C(=C)C1=CC=C(C=C1)C=1C2=CC=C(N2)C(=C2C=CC(C(=C3C=CC(=C(C=4C=CC1N4)C4=CC=C(C=C4)C=C)N3)C3=CC=C(C=C3)C=C)=N2)C2=CC=C(C=C2)C=C 5,10,15,20-Tetra(4-vinylphenyl)porphyrin